C1=CC(=CC=2OC3=C(C21)C=CC=C3)S(=O)(=O)N dibenzo[b,d]furan-3-sulfonamide